COC(CCCCCCC\C=C/C\C=C/CCCCC)=O Methyllinoleat